4-(((R)-1-(3-(difluoromethyl)-2-fluorophenyl)ethyl)amino)cinnoline FC(C=1C(=C(C=CC1)[C@@H](C)NC1=CN=NC2=CC=CC=C12)F)F